OC1=C(C(=CC(=C1S(=O)(=O)NCC1OCC1)CCCCC)O)C1=CC(=CC=C1)C 2,6-dihydroxy-3'-methyl-N-(oxetan-2-ylmethyl)-4-pentyl-[1,1'-biphenyl]-3-sulfonamide